2-[(1Z)-5-fluoro-2-methyl-1-[(3-methyl-5-{[methyl(phenyl)amino]methyl}-phenyl)methylidene]-1H-inden-3-yl]acetic acid FC=1C=C2C(=C(/C(/C2=CC1)=C/C1=CC(=CC(=C1)CN(C1=CC=CC=C1)C)C)C)CC(=O)O